NC1=NC=CC(=C1)C#CC1=CN=C2N1C=C(C=C2)C2=CC=C(C=C2)C(=O)N2CCNCC2 (4-(3-((2-aminopyridin-4-yl)ethynyl)imidazo[1,2-a]pyridin-6-yl)phenyl)(piperazin-1-yl)methanone